zinc dipyroglutamate N1[C@@H](CCC1=O)C(=O)[O-].N1[C@@H](CCC1=O)C(=O)[O-].[Zn+2]